5-ETHYNYLPICOLINIC ACID C(#C)C=1C=CC(=NC1)C(=O)O